N-({6-[(3R,5S)-5-tert-butylmorpholin-3-yl]imidazo[1,2-a]pyridin-2-yl}methyl)-4-oxo-4H-pyrido[1,2-a]pyrimidine-2-carboxamide C(C)(C)(C)[C@H]1COC[C@H](N1)C=1C=CC=2N(C1)C=C(N2)CNC(=O)C=2N=C1N(C(C2)=O)C=CC=C1